2-Azabicyclo[4.1.0]heptane C12NCCCC2C1